FC=1C=C2C(=C(C=NC2=C(C1)F)C(=O)N1CCN(CC1)S(=O)(=O)C)N1CCC2(OCCO2)CC1 (6,8-Difluoro-4-(1,4-dioxa-8-azaspiro[4.5]decan-8-yl)quinolin-3-yl)(4-(methylsulfonyl)piperazin-1-yl)methanone